5-hydroxyDopamine OC=1C(=C(C=C(CCN)C1)O)O